2-(1-chloroethyl)-4-phenoxyphenyl triflate O(S(=O)(=O)C(F)(F)F)C1=C(C=C(C=C1)OC1=CC=CC=C1)C(C)Cl